N1C=CC=2C1=NC=C(C2)C=2C=C(C=CC2)C=CC(=O)NC2=CC=C(C=C2)OC 3-(3-(1H-pyrrolo[2,3-b]pyridin-5-yl)phenyl)-N-(4-methoxyphenyl)acrylamide